ClC1=CC=C(C=C1)C1=NC2=C(N1)C=CC(=C2)NC(=O)NC=2C(=C1C=CC(OC1=CC2)(C)C)OC 1-(2-(4-chlorophenyl)-1H-benzo[d]imidazol-5-yl)-3-(5-methoxy-2,2-dimethyl-2H-chromen-6-yl)urea